tert-butyl ((1-fluoro-10,11-dihydrodibenzo[b,f]oxepin-10-yl)methyl)carbamate FC1=CC=CC=2OC3=C(C(CC21)CNC(OC(C)(C)C)=O)C=CC=C3